C(C)(C)C1=C(NC2=CC=C(C=C12)C=1OC=C(N1)C(=O)NC1CCN(CC1)C(C)C)C=1C=2C(N=CC1)=NNC2 2-(3-isopropyl-2-(2H-pyrazolo[3,4-b]pyridin-4-yl)-1H-indol-5-yl)-N-(1-isopropylpiperidin-4-yl)oxazole-4-carboxamide